4-(8-(tert-butoxycarbonyl)-3,8-diazabicyclo[3.2.1]octan-3-yl)-2-chloro-8-oxo-5,8-dihydropyrido[3,4-d]pyrimidine-7(6H)-carboxylate C(C)(C)(C)OC(=O)N1C2CN(CC1CC2)C=2C1=C(N=C(N2)Cl)C(N(CC1)C(=O)[O-])=O